C1(=C(C=CC=C1)C1=CC(OC2=CC(=CC=C12)O[C@@H](C(=O)N1C[C@H](CCC1)C#N)C)=O)C (3S)-1-[(2R)-2-[4-(o-tolyl)-2-oxo-chromen-7-yl]oxypropanoyl]piperidine-3-carbonitrile